C12CN(CC(CC1)O2)C2=NC=1N(C=C2)N=CC1C(=O)NC=1C(=NN(C1)C1CCC(CC1)CO)C(F)F 5-(8-Oxa-3-azabicyclo[3.2.1]octan-3-yl)-N-(3-(difluoromethyl)-1-((1R,4R)-4-(hydroxymethyl)cyclohexyl)-1H-pyrazol-4-yl)pyrazolo[1,5-a]pyrimidine-3-carboxamide